6-(5-methyl-1-(tetrahydro-2H-pyran-2-yl)-1H-indazol-4-yl)pyrimidine-4-carboxylic acid ethyl ester C(C)OC(=O)C1=NC=NC(=C1)C1=C2C=NN(C2=CC=C1C)C1OCCCC1